FC1=C(C(=CC(=C1)OC1CN(C1)CCCF)F)[C@H]1N([C@@H](CC2=C1NC1=CC=C(C=C21)F)C)CC(CO)(F)F 3-((1R,3R)-1-(2,6-difluoro-4-((1-(3-fluoropropyl)azetidin-3-yl)oxy)phenyl)-6-fluoro-3-methyl-1,3,4,9-tetrahydro-2H-pyrido[3,4-b]indol-2-yl)-2,2-difluoropropan-1-ol